CC=1SC(=C(N1)C)C=1C=C2C(=NC1)CNC2=O 3-(2,4-dimethyl-1,3-thiazol-5-yl)-6,7-dihydro-5H-pyrrolo[4,3-b]pyridin-5-one